N-((S)-2-cyano-1-(4-(ethylsulfonyl)phenyl)ethyl)-6-((2S,4S)-2-((difluoromethoxy)methyl)-4-((5-(trifluoromethoxy)pyrrolidin-2-yl)oxy)pyrrolidin-1-yl)nicotinamide C(#N)C[C@@H](C1=CC=C(C=C1)S(=O)(=O)CC)NC(C1=CN=C(C=C1)N1[C@@H](C[C@@H](C1)OC1NC(CC1)OC(F)(F)F)COC(F)F)=O